FC1([C@H]([C@@H]1C1=CC=CC=C1)C(=O)NC=1C=CC(=NC1)C=1N=NN(C1NC(O[C@H](C)C=1C(=NC=C(C1)F)F)=O)C)F |&1:2,3| (R)-1-(2,5-difluoropyridin-3-yl)ethyl (4-(5-((1RS,3RS)-2,2-difluoro-3-phenylcyclopropane-1-carboxamido)pyridin-2-yl)-1-methyl-1H-1,2,3-triazol-5-yl)carbamate